C1(CC1)C1=CC=C(C=N1)NC(=O)[C@@H]1CC12CCN(CC2)C(=O)OC(C(F)(F)F)C(F)(F)F 1,1,1,3,3,3-hexafluoropropan-2-yl (R)-1-((6-cyclopropylpyridin-3-yl)carbamoyl)-6-azaspiro[2.5]octane-6-carboxylate